C(C1=CC=CC=C1)OCC[C@@H](C(=O)OC(C)C)C isopropyl (S)-4-(benzyloxy)-2-methylbutanoate